COC1=CC=C(CN2CC(C2)C(=O)N2C3=C(OCC2)C(=CN=C3)C3=CC=C(C#N)C=C3)C=C1 4-(4-(1-(4-methoxybenzyl)azetidine-3-carbonyl)-3,4-dihydro-2H-pyrido[4,3-b][1,4]oxazin-8-yl)-benzonitrile